(2S,4r)-1-[(2S)-2-(4-cyclopropyltriazol-1-yl)-3,3-dimethyl-butyryl]-N-[(3S,4S)-4-(dimethylamino)tetrahydrofuran-3-yl]-4-hydroxy-pyrrolidine-2-carboxamide C1(CC1)C=1N=NN(C1)[C@H](C(=O)N1[C@@H](C[C@H](C1)O)C(=O)N[C@@H]1COC[C@H]1N(C)C)C(C)(C)C